oxetan-3-amine O1CC(C1)N